BrC(C(=O)OC)CCBr Methyl 2,4-dibromo-butyrate